ClC1=C(C=CC=C1)C1=CC=C(C=C1)C1CCCN2C1=NS(CC2)(=O)=O 9-(2'-chlorobiphenyl-4-yl)-3,4,6,7,8,9-hexahydropyrido[2,1-c][1,2,4]thiadiazine 2,2-dioxide